N,N'-dimethyl-N,N'-dibutyl-2-tetradecylpropanediamide CN(C(C(C(=O)N(CCCC)C)CCCCCCCCCCCCCC)=O)CCCC